4-(4-(5-(Hydroxymethyl)isoxazol-3-yl)phenyl)-7-(4-(trifluoromethyl)phenyl)-2-naphthoic acid OCC1=CC(=NO1)C1=CC=C(C=C1)C1=CC(=CC2=CC(=CC=C12)C1=CC=C(C=C1)C(F)(F)F)C(=O)O